5'-(4-fluorophenyl)-3'-methyl-N-(4-(4-methylpiperazin-1-yl)phenyl)-1H,3'H-[2,4'-biimidazole]-4-carboxamide FC1=CC=C(C=C1)C1=C(N(C=N1)C)C=1NC=C(N1)C(=O)NC1=CC=C(C=C1)N1CCN(CC1)C